2,6-dimethyl-2-octenol CC(CO)=CCCC(CC)C